ClC1=C2C(=NC(=C1)C1=C(C=CC=C1)S(=O)(=O)C)N(C=N2)COCC[Si](C)(C)C 2-[[7-chloro-5-(2-methylsulfonylphenyl)imidazo[4,5-b]pyridin-3-yl]methoxy]ethyl-trimethyl-silane